C(C)(C)(C)C=1C=CC=2N(C1)C(=CN2)C2=CC=CC(=N2)NC2CC1(CNC1)CC2 N-(6-(6-(tert-butyl)-imidazo[1,2-a]pyridin-3-yl)pyridin-2-yl)-2-azaspiro[3.4]octan-6-amine